C1(CCCCC1)NC(=O)OCC N-cyclohexyl-urethane